N-{5-[6-(5-chloro-2-fluorophenyl)-2H,3H,4H-pyrido[3,2-b][1,4]oxazin-8-yl]pyridin-3-yl}-3-(morpholin-4-yl)propenamide ClC=1C=CC(=C(C1)C=1C=C(C=2OCCNC2N1)C=1C=C(C=NC1)NC(C=CN1CCOCC1)=O)F